O=C1NC(CCC1N1C(C2=CC=C(C=C2C1=O)N1CCNCC1)=O)=O 4-(2-(2,6-dioxopiperidin-3-yl)-1,3-dioxoisoindolin-5-yl)piperazin